Ethyl (E)-4-[5-(3-chloro-10,11-dihydro-5H-dibenzo[b,f]azepin-5-yl)pentylamino]but-2-enoate ClC=1C=CC2=C(N(C3=C(CC2)C=CC=C3)CCCCCNC/C=C/C(=O)OCC)C1